ClC=1C=C(C=C(C1OC=1C=NC(N(C1)C(C)C)=O)Cl)N1N=C(C(NC1=O)=O)C#N 2-(3,5-Dichloro-4-((1-isopropyl-2-oxo-1,2-dihydropyrimidin-5-yl)oxy)phenyl)-3,5-dioxo-2,3,4,5-tetrahydro-1,2,4-triazine-6-carbonitrile